[Sn].C(C=CCCCCC)(=O)O octenoic acid tin